NC1=CC=C(S1)NC(=O)C1=NN(C2=C1CN(CC2C)C(=O)C=2NC=CC2)CC2=CC=C(C=C2)F N-(5-aminothiophen-2-yl)-1-(4-fluorobenzyl)-7-methyl-5-(1H-pyrrole-2-carbonyl)-4,5,6,7-tetrahydro-1H-pyrazolo[4,3-c]Pyridine-3-carboxamide